C(=O)O.C(C)OC=1C(=CC2=CN(N=C2C1)C)C(=O)N 6-ethoxy-2-methyl-2H-indazole-5-carboxamide formate salt